4-(4-propenoylpiperazin-1-yl)-7-(5-amino-2,3,4-trifluorophenyl)-6-chloro-1-(2-isopropyl-4-methylpyridin-3-yl)-2-oxo-1,2-dihydro-1,8-naphthyridine-3-carbonitrile C(C=C)(=O)N1CCN(CC1)C1=C(C(N(C2=NC(=C(C=C12)Cl)C1=C(C(=C(C(=C1)N)F)F)F)C=1C(=NC=CC1C)C(C)C)=O)C#N